(5-fluorobenzo[d]thiazol-2-yl)methanamine FC=1C=CC2=C(N=C(S2)CN)C1